C(CCCCCCCCCCC)C dodecyl-methane